ethyl-(2-nitroimidazolyl) hexanoate C(CCCCC)(=O)OC=1N=C(NC1CC)[N+](=O)[O-]